1-(2-aminophenyl)propan-1-one ethyl-5-bromo-1H-pyrrolo[2,3-c]pyridine-2-carboxylate C(C)OC(=O)C1=CC=2C(=CN=C(C2)Br)N1.NC1=C(C=CC=C1)C(CC)=O